BrC1=C(C=C2C(=C(C(=NC2=C1F)SC)C#CC)N([C@H]1[C@H]2CN([C@@H]1C2)C(=O)OC(C)(C)C)C(=O)OC(C)(C)C)CCC#N tert-butyl (1r,4r,5s)-5-((7-bromo-6-(2-cyanoethyl)-8-fluoro-2-(methylsulfanyl)-3-(prop-1-yn-1-yl) quinolin-4-yl) (tert-butoxycarbonyl) amino)-2-azabicyclo[2.1.1]-hexane-2-carboxylate